methyl 7-(5-chloro-2-fluorophenyl)-1H,2H,3H-pyrido[3,4-b][1,4]oxazine-5-carboxylate ClC=1C=CC(=C(C1)C1=CC2=C(OCCN2)C(=N1)C(=O)OC)F